3-fluoro-2,6-dimethoxybenzenesulfonamide FC=1C(=C(C(=CC1)OC)S(=O)(=O)N)OC